NC1=NC=C(C=C1O[C@H](C)C=1C=C(C=CC1)NC(C1=CC=C(C=C1)C)=O)Cl (R)-N-(3-(1-((2-amino-5-chloropyridin-3-yl)oxy)ethyl)phenyl)-4-methylbenzamide